(1S,9S)-9-ethyl-1-(ethylamino)-5-fluoro-9-hydroxy-4-methyl-1,2,3,9,12,15-hexahydro-10H,13H-benzo[de]pyrano[3',4':6,7]indolizino[1,2-b]quinoline-10,13-dione C(C)[C@]1(C(OCC=2C(N3CC=4C(=NC=5C=C(C(=C6C5C4[C@H](CC6)NCC)C)F)C3=CC21)=O)=O)O